C(C1=CC=CC=C1)N(C(C1=CC(=C(C=C1)NC(C1=C(C=CC=C1)C1=NC=CC=C1)=O)OC)=O)C1=CC=C(C=C1)F N-benzyl-N-(4-fluorophenyl)-3-methoxy-4-(2-(pyridin-2-yl)benzoylamino)benzamide